N-methyl-1-(2-oxo-3,4-dihydro-1H-quinolin-6-yl)-2-[3-(trifluoromethyl)-4-pyridinyl]benzimidazole-5-carboxamide CNC(=O)C1=CC2=C(N(C(=N2)C2=C(C=NC=C2)C(F)(F)F)C=2C=C3CCC(NC3=CC2)=O)C=C1